CCCCCCCC(C)C Isodecan